1-(PROP-2-EN-1-YL)PIPERIDINE-3-CARBALDEHYDE C(C=C)N1CC(CCC1)C=O